dodecyl-acetone C(CCCCCCCCCCC)CC(C)=O